(2S,5S)-4-(3-ethylbicyclo[1.1.1]pentane-1-carbonyl)-2,3,4,5-tetrahydro-2,5-methanopyrido[3,4-f][1,4]oxazepine-9-carbonitrile C(C)C12CC(C1)(C2)C(=O)N2C[C@H]1OC3=C([C@@H]2C1)C=NC=C3C#N